NC[C@H]([C@H](O)C1=CC(=CC=C1)OCC1CCCCC1)O (1R,2R)-3-amino-1-(3-(cyclohexylmethoxy)phenyl)propane-1,2-diol